eicosane-10,11-diol CCCCCCCCCC(C(CCCCCCCCC)O)O